8-(1-((2-oxaspiro[3.3]heptan-6-yl)methyl)-1H-pyrazolo[3,4-b]pyrazin-6-yl)-2-(6-(trifluoromethyl)pyridin-2-yl)-2,8-diazaspiro[4.5]decan-1-one C1OCC12CC(C2)CN2N=CC=1C2=NC(=CN1)N1CCC2(CCN(C2=O)C2=NC(=CC=C2)C(F)(F)F)CC1